C(CCCC)C(C=O)=CC1=CC=CC=C1 alpha-amylcinnamaldehyde